C(C)(C)(C)OC(=O)N1CCC(CC1)(CNC1=NC=NC(=C1F)N(CC1=CC=C(C=C1)C(F)(F)F)C1CC1)C(N)=O.C1(=CC=CC2=CC=CC=C12)N(C1=CC=C(C2=CC=C(N(C3=CC=CC=C3)C3=CC=CC4=CC=CC=C34)C=C2)C=C1)C1=CC=CC=C1 bis(naphthalen-1-yl)-N,N'-bis(phenyl)benzidine tert-butyl-4-carbamoyl-4-(((6-(cyclopropyl(4-(trifluoromethyl)benzyl)amino)-5-fluoropyrimidin-4-yl)amino)methyl)piperidine-1-carboxylate